ClC1=NC=CC2=C1OC(O2)=S 4-chloro-[1,3]Dioxolano[4,5-c]Pyridine-2-thione